(+/-)-(cis)-benzyl 3-azido-4-fluoropiperidine-1-carboxylate N(=[N+]=[N-])[C@@H]1CN(CC[C@@H]1F)C(=O)OCC1=CC=CC=C1 |r|